methyl (E)-[4-[3-(4-chlorophenyl)-3-[4-[3-(pyrazol-1-yl)propynyl]phenyl]allyloxy]-2-methyl-phenoxy]acetate ClC1=CC=C(C=C1)/C(=C/COC1=CC(=C(OCC(=O)OC)C=C1)C)/C1=CC=C(C=C1)C#CCN1N=CC=C1